BrC(CC)CC monobromopentane